tert-butyl ((1S,2S,5S)-2-((tert-butyldimethylsilyl)oxy)-5-(3-(trifluoromethyl)-phenyl)cyclohexyl)carbamate [Si](C)(C)(C(C)(C)C)O[C@@H]1[C@H](C[C@H](CC1)C1=CC(=CC=C1)C(F)(F)F)NC(OC(C)(C)C)=O